6-(4-(D-alanyl)piperazin-1-yl)nicotinonitrile N[C@H](C)C(=O)N1CCN(CC1)C1=NC=C(C#N)C=C1